(3S)-3-(3',3'-difluoro-1'-((2-methyl-2H-indazol-4-yl)methyl)-6-oxo-6,8-dihydro-2H,7H-spiro[furo[2,3-e]isoindol-3,4'-piperidin]-7-yl)piperidine-2,6-dione FC1(CN(CCC12COC1=C3CN(C(C3=CC=C12)=O)[C@@H]1C(NC(CC1)=O)=O)CC=1C2=CN(N=C2C=CC1)C)F